2-((1-Benzylpiperidin-4-Yl)Methyl)-5-Hydroxy-6-Methoxy-2,3-Dihydro-1H-Inden-1-One C(C1=CC=CC=C1)N1CCC(CC1)CC1C(C2=CC(=C(C=C2C1)O)OC)=O